FC1=C(C=CC=2C=NSC21)NC2=NC=NC1=CC=C(C=C21)[C@H]2CNCC2 7-fluoro-N-[6-[(3S)-pyrrolidin-3-yl]quinazolin-4-yl]-1,2-benzothiazol-6-amine